C1(CC1)C1=NC(=CC(=C1)C1=NC(=C(C(=C1)N(C)CC1(CCC1)COC)N)N)C(F)(F)F 2'-Cyclopropyl-N4-{[1-(methoxymethyl)cyclobutyl]methyl}-N4-methyl-6'-(trifluoromethyl)[2,4'-bipyridin]-4,5,6-triamine